C(=O)(O)C(CC(=O)[O-])C 3-carboxybutanoate